SCCSC1SCC(S1)CS 2-Mercaptoethylthio-4-mercaptomethyl-1,3-dithiolane